FC(C1=C(COC2=CC=C(C3=C2OCO3)CNC(C(=O)N)C)C=CC=C1)(F)F 2-{[7-(2-trifluoromethylbenzyloxy)benzo[d][1,3]Dioxol-4-yl]Methylamino}propionamide